ClC=1C=C2CCN(CC2=C(C1)[C@H]1N(CCOC1)C(=O)O)S(=O)(=O)C1CC1 (R)-3-(6-chloro-2-cyclopropylsulfonyl-1,2,3,4-tetrahydroisoquinolin-8-yl)morpholine-4-carboxylic acid